(S)-N-(1-(2-acetamidophenyl)ethyl)-6-(4-chlorophenyl)-2-(1-methyl-1H-pyrazol-4-yl)-3-oxo-2,3-dihydropyridazine-4-carboxamide C(C)(=O)NC1=C(C=CC=C1)[C@H](C)NC(=O)C=1C(N(N=C(C1)C1=CC=C(C=C1)Cl)C=1C=NN(C1)C)=O